NC1CCC(CC1)C(=O)N1CCC(CC1)C1=CC2=C(N(C(N2C)=O)C2C(NC(CC2)=O)=O)C=C1 3-(5-(1-((1r,4r)-4-aminocyclohexane-1-carbonyl)piperidin-4-yl)-3-methyl-2-oxo-2,3-dihydro-1H-benzo[d]imidazol-1-yl)piperidine-2,6-dione